3-((6-(4,4-Difluoropiperidin-1-yl)pyridin-3-yl)sulfonyl)-9-(3,3-dimethylbutyl)-3,9-diazaspiro[5.5]undecane FC1(CCN(CC1)C1=CC=C(C=N1)S(=O)(=O)N1CCC2(CC1)CCN(CC2)CCC(C)(C)C)F